1-(4-(2,6-dioxopiperidin-3-yl)-3-methoxyphenyl)piperidine-4-carbaldehyde O=C1NC(CCC1C1=C(C=C(C=C1)N1CCC(CC1)C=O)OC)=O